C(#CCCCC)CC(=O)C1=CC=CC=C1 2-(1-hexynyl)acetophenone